C(C)OC(C1=CC(=C(C=C1)O)NC1=C(C=CC(=C1)F)C(=O)O)=O.N1C(=NC2=C1C=CC=C2)[C@@H]2[C@H](C2)C(=O)N2[C@H](CCC2)C(=O)NC2=CC=C(C=C2)C(F)(F)F (R)-1-((1S,2S)-2-(1H-benzo[d]imidazol-2-yl)cyclopropane-1-carbonyl)-N-(4-(trifluoromethyl)phenyl)pyrrolidine-2-carboxamide ethyl-3-(5'-fluoro-2'-carboxyl-anilino)-4-hydroxybenzoate